pentane-2,4-dione CC(CC(C)=O)=O